C(CCCCCCC\C=C/CCCCCCCC)(=O)OC([C@@H](N)CCCNC(N)=N)=O arginyl oleate